N=C1C(C(N=NO1)=O)=O Iminooxa-diazindione